(R)-N-(1-(2-chloro-6-fluoro-3-methoxyphenyl)-1,4,5,7-tetrahydropyrano[3,4-c]pyrazol-4-yl)-4,5,6,7-tetrahydrobenzo[d]isoxazole-3-carboxamide ClC1=C(C(=CC=C1OC)F)N1N=CC2=C1COC[C@@H]2NC(=O)C2=NOC1=C2CCCC1